IN[C@@H](CC1=CC=C(C=C1)OC1=CC=C(C=C1)O)C(=O)O Monoiodothyronine